FC(OC1=CC=C(C=C1)C1OC(=CN1C1=CC(=CC=C1)C(CC)(F)F)C)F 2-(4-(difluoromethoxy)phenyl)-N-(3-(1,1-difluoropropyl)phenyl)-5-methyloxazole